ClC1=NC2=NC(=CN=C2C(=N1)N1CCS(CC1)(=O)=O)Cl 4-(2,7-Dichloropteridin-4-yl)thiomorpholin 1,1-dioxide